N-(4-methyl-3-(6-((1-methylpiperidin-3-yl)ethynyl)-5-morpholinopyridin-3-yl)phenyl)-2-(trifluoromethyl)isonicotinamide CC1=C(C=C(C=C1)NC(C1=CC(=NC=C1)C(F)(F)F)=O)C=1C=NC(=C(C1)N1CCOCC1)C#CC1CN(CCC1)C